(S)-3-(6-(dimethylamino)pyridin-3-yl)-2-(methylamino)propionic acid CN(C1=CC=C(C=N1)C[C@@H](C(=O)O)NC)C